OC(C(=O)N1C(SC=C1)=N)C1=CC=CC=C1 2-hydroxy-1-(2-iminothiazoline-3-yl)-2-phenylethane-1-one